C(C=1C(C(=O)[O-])=CC=CC1)(=O)[O-].C(C=1C(C(=O)[O-])=CC=CC1)(=O)[O-].[K+].[K+].[K+].[K+] potassium bisphthalate